N1=C(C=CC=C1C=1N=NN(C1I)C=1C(=C(C(=O)O)C=CC1)O)C=1N=NN(C1I)C=1C(=C(C(=O)O)C=CC1)O 4'-((pyridine-2,6-diyl)bis(5-iodo-1H-1,2,3-triazole-4,1-diyl))bis(2-hydroxybenzoic acid)